CC1=CC=C(C=C1)C(=O)C1=CC=C(C=C1)C para-methylphenylketon